CC1=C(OC=2CC3(C4=CN(N=C4C21)CC2=NC=C(C=C2)C)CCC3)C(=O)OCC ethyl 8'-methyl-2'-[(5-methylpyridin-2-yl)methyl]-2',5'-dihydrospiro[cyclobutane-1,4'-furo[2,3-g]indazole]-7'-carboxylate